(4-(2-((1-ethylcyclopentyl)oxy)-2-oxoethoxy)-3,5-dimethylphenyl)diphenylsulfonium C(C)C1(CCCC1)OC(COC1=C(C=C(C=C1C)[S+](C1=CC=CC=C1)C1=CC=CC=C1)C)=O